4-[cyclopropyl-[4-(5,6,7,8-tetrahydro-1,8-naphthyridin-2-yl)butyl]amino]-2-(pentanoylamino)butanoic acid C1(CC1)N(CCC(C(=O)O)NC(CCCC)=O)CCCCC1=NC=2NCCCC2C=C1